NCC#CCOC1=C(C=C(C=C1)C1=CN=C2N1C=CN=C2NC2=CC(=C(C(=O)N(C)C)C=C2)C)F 4-[[3-[4-(4-aminobut-2-ynoxy)-3-fluorophenyl]imidazo[1,2-a]pyrazin-8-yl]amino]-N,N,2-trimethylbenzamide